4-fluoro-2-formylpyrrolidine-1-carboxylate FC1CC(N(C1)C(=O)[O-])C=O